CC1=CC=C(C=C1)S(=O)(=O)N[C@@H](C)C(=O)O N-(p-toluenesulfonyl)-alanine